The molecule is a polyprenol diphosphate compound having five prenyl units with undefined stereochemistry about the double bonds. It has a role as a Saccharomyces cerevisiae metabolite. CC(=CCC/C(=C/CC/C(=C/CC/C(=C/CC/C(=C/COP(=O)(O)OP(=O)(O)O)/C)/C)/C)/C)C